1,1-dimethyl-1,2-epoxychloropentane CC1(C(CCC)(O1)Cl)C